BrC1=C(CN2C(=NNC(C2=O)=C)SC)C=C(C=C1)F (2-bromo-5-fluorobenzyl)-6-methylYl-3-(methylthio)-1,2,4-triazin-5(4H)-one